methyl 2-[5-(5-fluoro-1-methylindazol-6-yl) naphthalen-1-yl]acetate FC=1C=C2C=NN(C2=CC1C1=C2C=CC=C(C2=CC=C1)CC(=O)OC)C